(S)-4-((2-(3-aminopyrrolidin-1-yl)-1H-benzo[d]imidazol-1-yl)methyl)benzonitrile N[C@@H]1CN(CC1)C1=NC2=C(N1CC1=CC=C(C#N)C=C1)C=CC=C2